(±)-Ethyl 2-(4-(6-fluoroquinolin-4-yl)piperazin-1-yl)pentanoate FC=1C=C2C(=CC=NC2=CC1)N1CCN(CC1)[C@@H](C(=O)OCC)CCC |r|